ClC1=CC(=C(C=C1OCC1=NC(=NO1)C1=C(C=CC=C1)C)N1C(C=2CCCCC2C1=O)=O)F 2-(4-chloro-2-fluoro-5-((3-(2-tolyl)-1,2,4-oxadiazole-5-yl)methoxy)phenyl)-4,5,6,7-tetrahydro-1H-isoindole-1,3(2H)-dione